C(CCCCCCCCCCCCCCC)OC1=C(C=C(C(=O)OC(C)C)C=C1)OC Isopropyl 4-hexadecyloxy-3-methoxybenzoate